docosyl-trimethyl-ammonium hydroxide [OH-].C(CCCCCCCCCCCCCCCCCCCCC)[N+](C)(C)C